(4-bromo-2-nitrophenyl)-L-glutamic acid di-tert-butyl ester C(C)(C)(C)OC([C@@H](NC1=C(C=C(C=C1)Br)[N+](=O)[O-])CCC(=O)OC(C)(C)C)=O